OC1=C(C=C(C=C1C(F)(F)F)C(F)(F)F)C=1C=NN(C1)C(=O)OC(C)(C)C tert-butyl 4-(2-hydroxy-3,5-bis(trifluoromethyl)phenyl)-1H-pyrazole-1-carboxylate